1-[9-(4-chlorophenyl)-8-(6-cyano-3-pyridinyl)-2-[2-hydroxyethyl-(methyl)amino]purin-6-yl]-4-methyl-piperidine-4-carboxamide ClC1=CC=C(C=C1)N1C2=NC(=NC(=C2N=C1C=1C=NC(=CC1)C#N)N1CCC(CC1)(C(=O)N)C)N(C)CCO